N(C1=CC=CC=C1)C1=C(C(=NN1C1CCCC1)C1=CC=C(C=C1)Br)C#N 5-anilino-3-(4-bromophenyl)-1-cyclopentyl-pyrazole-4-carbonitrile